ClC=1C(=C(CN2[C@@H](C[C@@](CC2)(C(=O)O)CC2=NC(=CC(=C2F)C2=NC=CC=N2)NC2=NNC(=C2)C)C)C=CC1)F (2R,4R)-1-(3-chloro-2-fluorobenzyl)-4-((3-fluoro-6-((5-methyl-1H-pyrazol-3-yl)amino)-4-(pyrimidin-2-yl)pyridin-2-yl)methyl)-2-methylpiperidine-4-carboxylic acid